3,5-DICHLOROTHIOPHEN-2-YLBORONIC ACID ClC1=C(SC(=C1)Cl)B(O)O